FC1=C(C=CC(=C1)C1NCCOC1)C=1N=C2SC3=C(N2C1)C=CC(=C3)C(=O)NC3CCOCC3 2-(2-fluoro-4-(morpholin-3-yl)phenyl)-N-(tetrahydro-2H-pyran-4-yl)benzo[d]imidazo[2,1-b]thiazole-7-carboxamide